CC=C(C(=O)OC1=CC=CC2=CC3=CC=CC=C3C=C12)C anthryl methylmethacrylate